C1(=C(C=CC=C1)OCC1=NC2=C(N1)C=CC=C2)C 2-(o-tolyloxymethyl)-1H-benzo[d]imidazole